N-(4-cyano-2-fluorophenyl)-4-[[2-(trifluoromethoxy)phenyl]methyl]-1H-pyrrole-3-sulfonamide C(#N)C1=CC(=C(C=C1)NS(=O)(=O)C1=CNC=C1CC1=C(C=CC=C1)OC(F)(F)F)F